tertbutyl-dimethylchlorosilane C(C)(C)(C)[Si](Cl)(C)C